C\C(=C/C(=O)OCC)\CCCCCC\C(=C\C(=O)OCC)\C diethyl (2E,10E)-3,10-dimethyldodeca-2,10-dienedioate